tin alanine N[C@@H](C)C(=O)O.[Sn]